(R)-N-(4-(1,3,2-dithiarsolan-2-yl)phenyl)-1-benzyl-N-((1-ethylpiperidin-4-yl)methyl)pyrrolidine-3-carboxamide S1[As](SCC1)C1=CC=C(C=C1)N(C(=O)[C@H]1CN(CC1)CC1=CC=CC=C1)CC1CCN(CC1)CC